2,3,6-triglycidyloxymethylstyrene C(C1CO1)OCC1=C(C=C)C(=CC=C1COCC1CO1)COCC1CO1